C[C@H]1N([C@@H](CN(C1)C1=NC=C(N=C1)C(F)(F)F)C)C(=O)OCCC1CCN(CC1)C([2H])([2H])C1=CC=CC=C1 2-(1-(phenylmethyl-d2)piperidin-4-yl)ethyl (2R,6R)-2,6-dimethyl-4-(5-(trifluoromethyl)pyrazin-2-yl)piperazine-1-carboxylate